CN1N=C(C=C1)C1=CNC=2N=CN=C(C21)N 5-(1-methyl-1H-pyrazol-3-yl)-7H-pyrrolo[2,3-d]pyrimidin-4-amine